2-methyl-1H-indole-1-carboxamide CC=1N(C2=CC=CC=C2C1)C(=O)N